oxobutyrat O=C(C(=O)[O-])CC